C(CCC)C(COC=1C(=CC2=C(N=NS2)C1)OCC(CCCCCC)CCCC)CCCCCC 5,6-di(2-butyloctyloxy)benzothiadiazole